FC1(CCN(CCC1)C1=NC2=CC=CC=C2C=C1C(=O)N(C1=CC(=CC=C1)S(N)(=O)=O)C)F 2-(4,4-difluoroazepan-1-yl)-N-methyl-N-(3-sulfamoylphenyl)quinoline-3-carboxamide